COC=1C=CC2=C(NC(=N2)C(F)(F)F)C1 6-methoxy-2-(trifluoromethyl)-1H-benzimidazole